BrC1=CC=C(O[C@H](C(=O)NC#N)C(C)C)C=C1 (S)-2-(4-bromophenoxy)-N-cyano-3-methylbutanamide